C(C)(C)(C)CC(CCCC)CC t-butyl-2-ethylhexane